CN(CCOC1=CC=C(C=C1)C1CCC(CC1)=O)C 4-(4-(2-(dimethylamino)ethoxy)phenyl)cyclohexanone